FC1=C(CNC(=O)[C@@H]2N([C@@H](CN(C2)S(=O)(=O)C2=CC=CC=C2)C)C(C(C)C)=O)C=CC(=C1)C=1OC=CC1 cis-N-(2-fluoro-4-(furan-2-yl)benzyl)-1-isobutyryl-6-methyl-4-(phenylsulfonyl)piperazine-2-carboxamide